2-chloro-7-(2-cyclohexylethyl)-7,8-dihydro-1,6-naphthyridin-5(6H)-one ClC1=NC=2CC(NC(C2C=C1)=O)CCC1CCCCC1